8-bromo-6-methoxy-3,4-dihydronaphthalene-1(2H)-one BrC=1C=C(C=C2CCCC(C12)=O)OC